N-[(1S)-1-[6-(dimethylamino)pyridin-2-yl]-2-hydroxyethyl]propionamide CN(C1=CC=CC(=N1)[C@@H](CO)NC(CC)=O)C